2,2-Difluoro-N-methyl-2-[4-[5-(trifluoromethyl)-1,2,4-oxadiazol-3-yl]phenyl]acetamide tert-butyl-(3aR,6aR)-hexahydropyrrolo[3,4-b]pyrrole-5(1H)-carboxylate C(C)(C)(C)OC(=O)N1C[C@@H]2NCC[C@@H]2C1.FC(C(=O)NC)(C1=CC=C(C=C1)C1=NOC(=N1)C(F)(F)F)F